OC[C@@H]1CC[C@H](CC1)C(=O)N(C)OC trans-4-(hydroxymethyl)-N-methoxy-N-methyl-cyclohexane-1-carboxamide